Hydroxy-Carbon O[C]